NC1=NC(=C2C(=N1)N=CN(C2=O)CC2=CC=C(C=C2)CN2CCNCC2)NCCCC 7-amino-5-(butylamino)-3-(4-(piperazin-1-ylmethyl)benzyl)pyrimido[4,5-d]pyrimidin-4(3H)-one